7-(2-(4-methylpiperazin-1-yl)ethoxy)-5-((tetrahydro-2H-pyran-4-yl)oxy)quinazolin-4(3H)-one CN1CCN(CC1)CCOC1=CC(=C2C(NC=NC2=C1)=O)OC1CCOCC1